1-trifluoromethylethylene carbonate C1(OC(CO1)C(F)(F)F)=O